7-Bromospiro[3H-benzofuran-2,1'-cyclopentane] BrC1=CC=CC=2CC3(CCCC3)OC21